6-(Thiophen-3-yl)pyridin-3-amine S1C=C(C=C1)C1=CC=C(C=N1)N